ClC1=NC(=CC(=C1)C(C(C1=NN=CN1C)(F)F)(C)O)Cl 2-(2,6-dichloropyridin-4-yl)-1,1-difluoro-1-(4-methyl-4H-1,2,4-triazol-3-yl)propan-2-ol